OC(C)(C)C1=CC=C(C=N1)C(C)N1C(C=2N([C@@H](C1)C)N=C1C2CN[C@@H](C1)C)=O (3R,7R)-9-(1-(6-(2-hydroxypropan-2-yl)pyridin-3-yl)ethyl)-3,7-dimethyl-1,2,3,4,8,9-hexahydropyrido[4',3':3,4]pyrazolo[1,5-a]pyrazin-10(7H)-one